ClC1=NC=CC=C1[C@@H](C)OC(=O)NC=1C(=NSC1C1=CC=C(O[C@@H]2C[C@H](CCC2)C(=O)O)C=C1)C (1S,3S)-3-(4-(4-((((R)-1-(2-chloropyridin-3-yl)ethoxy)carbonyl)amino)-3-methylisothiazol-5-yl)phenoxy)cyclohexane-1-carboxylic acid